CN1N=CC=C1CN (1-methyl-1H-pyrazol-5-yl)methanamine